ClC=1C(=NC(=CC1)OC)C(=O)N1C2CN(CCC1CC2)CC2=C(N=C1N2C=CC=N1)C1=CC=C(C=C1)C(C)C (3-chloro-6-methoxypyridin-2-yl)[3-{[2-(4-isopropylphenyl)imidazo[1,2-a]pyrimidin-3-yl]methyl}-3,9-diazabicyclo[4.2.1]nonan-9-yl]methanone